ClCCN(C(=O)C1=CC=C(CN2CCC(CC2)C(=O)N)C=C1)C 1-(4-((2-chloroethyl)(methyl)carbamoyl)benzyl)piperidine-4-carboxamide